ClC=1C=C(C=CC1C1CN(C1)CC(F)(F)F)NC(OC(C)(C)C)=O tert-butyl (3-chloro-4-(1-(2,2,2-trifluoroethyl)azetidin-3-yl)phenyl)carbamate